CC1N(C(=CCC1)C=1C=CC2=C(N=C(S2)C2CCN(CC2)C)C1)C(=O)OC(C)(C)C tert-butyl 2-methyl-6-[2-(1-methyl-4-piperidyl)-1,3-benzothiazol-5-yl]-3,4-dihydro-2H-pyridine-1-carboxylate